COC1=CC=C(C=C1)CN1N=C(C=C1)C(F)(F)F 1-[(4-methoxyphenyl)methyl]-3-(trifluoromethyl)pyrazol